C(C1=CC=CC=C1)C1(CC1)NC(=O)C=1C=C2C(=NC1Cl)CCC2 N-(1-benzylcyclopropyl)-2-chloro-6,7-dihydro-5H-cyclopenta[b]pyridine-3-carboxamide